(E)-2,2-difluoro-1-phenyl-4,6-bis(4-propylphenyl)hex-3-en-5-yn-1-one FC(C(=O)C1=CC=CC=C1)(\C=C(\C#CC1=CC=C(C=C1)CCC)/C1=CC=C(C=C1)CCC)F